ClC=1C(=C(C=CC1F)N(C(=O)[C@H]1NC(OC1)=O)C)F (S)-N-(3-chloro-2,4-difluorophenyl)-N-methyl-2-oxo-oxazolidine-4-carboxamide